tert-butyl N-(3-{8-bromo-3-[(trifluoromethyl)sulfanyl]indolizin-2-yl}prop-2-yn-1-yl)-N-[6-(dimethylphosphoryl)pyridazin-3-yl]carbamate BrC1=CC=CN2C(=C(C=C12)C#CCN(C(OC(C)(C)C)=O)C=1N=NC(=CC1)P(=O)(C)C)SC(F)(F)F